1-(4-fluorophenyl)-3-phenyl-1-propanol FC1=CC=C(C=C1)C(CCC1=CC=CC=C1)O